C(C)(C)(C)OC(N(CC1=NC2=C(N1)C=CC(=C2)[N+](=O)[O-])C)=O N-methyl-N-[(5-nitro-1H-benzimidazol-2-yl)methyl]Carbamic acid tert-butyl ester